9-{[4-(1-methylethyl)phenyl]sulfinyl}-3,4-dihydropyrido[2,1-c][1,2,4]thiadiazine 2,2-dioxide CC(C)C1=CC=C(C=C1)S(=O)C1=CC=CN2C1=NS(CC2)(=O)=O